BrC1=CC=C(C=C1)S(=O)(=O)C=1C(N=C(N(C1O)[C@@H](C)C1=CC=CC=C1)CCCC)=O (S)-5-((4-bromophenyl)sulfonyl)-2-butyl-6-hydroxy-1-(1-phenylethyl)pyrimidin-4(1H)-one